CC(=O)NCC[C@@H](C(=O)O)N The molecule is the N(4)-acetyl derivative of L-2,4-diaminobutyric acid It derives from a L-2,4-diaminobutyric acid. It is a tautomer of a N(4)-acetyl-L-2,4-diaminobutyric acid zwitterion.